FC1(C(CCC1)COC=1C=CC2=C(C(=C(O2)C)C(=O)NC(C(=O)N)CO)C1)F 2-({5-[(2,2-difluorocyclopentyl)methoxy]-2-methyl-1-benzofuran-3-yl}formamido)-3-hydroxypropanamide